(2-chloro-4-fluoro-5-aminobenzoyloxy)-2-methylpropionate ClC1=C(C(=O)OC(C(=O)[O-])(C)C)C=C(C(=C1)F)N